(S)-2-((2-((6-(benzyloxy)pyridin-2-yl)amino)-N-(carboxymethyl)acetamido)methyl)-1-(oxetan-2-ylmethyl)-1H-benzo[d]imidazole-6-carboxylic acid C(C1=CC=CC=C1)OC1=CC=CC(=N1)NCC(=O)N(CC(=O)O)CC1=NC2=C(N1C[C@H]1OCC1)C=C(C=C2)C(=O)O